(±)-7-(cyclopropylamino)-5-((4-((cyclopropylmethyl)(methyl)amino)-3-((methylsulfinyl)methyl)phenyl)amino)pyrazolo[1,5-a]pyrimidine-3-carbonitrile C1(CC1)NC1=CC(=NC=2N1N=CC2C#N)NC2=CC(=C(C=C2)N(C)CC2CC2)C[S@](=O)C |r|